ClC1=C(C=CC=C1)[C@H]1N(CCCC1)C1=C(C(=O)N[C@H](C)\C=C\S(=O)(=O)C)C=CC=N1 ((S)-2-(2-Chlorophenyl)piperidin-1-yl)-N-((R,E)-4-(methylsulfonyl)but-3-en-2-yl)nicotinamide